C(CCCCCCCCC)(=O)OC(C)OC(=O)N(C1C2CCC(C1C1=CC=CC=C1)C2)CC N-(1-Decanoyloxyethoxycarbonyl)-(-)-N-ethyl-3-phenylbicyclo[2.2.1]heptan-2-amine